7-methyl-3H-benzimidazole-5-carboxylic acid CC1=CC(=CC2=C1N=CN2)C(=O)O